2,4-bis(2-hydroxy-4-n-butyloxyphenyl)-6-(2,4-di-n-butyloxy-phenyl)-s-triazine OC1=C(C=CC(=C1)OCCCC)C1=NC(=NC(=N1)C1=C(C=C(C=C1)OCCCC)O)C1=C(C=C(C=C1)OCCCC)OCCCC